C(C)(C)(C)N1N=CC(=C1)C(=O)NCC1=NC(=NO1)N1N=C2C(=CC=CC2=C1C(C(F)(F)F)(F)F)N[C@H]1[C@H](CN(CC1)C)F 1-(tert-butyl)-N-((3-(7-(((3S,4R)-3-fluoro-1-methylpiperidin-4-yl)amino)-3-(perfluoroethyl)-2H-indazol-2-yl)-1,2,4-oxadiazol-5-yl)methyl)-1H-pyrazole-4-carboxamide